NC1=NC=CC(=N1)C=1C2=C(C(=NC1)NCC=1C=C(C(=O)NCC3CC(C3)OC)C=CC1)CCO2 3-(((7-(2-Aminopyrimidin-4-yl)-2,3-dihydrofuro[3,2-c]pyridin-4-yl)amino)methyl)-N-(((1r,3r)-3-methoxycyclobutyl)methyl)benzamid